(2S,4r)-1-[(2S)-2-[4-[1-(dimethylaminosulfonyl)cyclopropyl]triazol-1-yl]-3,3-dimethyl-butyryl]-4-hydroxy-N-methyl-pyrrolidine-2-carboxamide CN(S(=O)(=O)C1(CC1)C=1N=NN(C1)[C@H](C(=O)N1[C@@H](C[C@H](C1)O)C(=O)NC)C(C)(C)C)C